(R)-2-(4-cyclopropyl-6-methoxypyrimidin-5-yl)-4-(4-(1-ethyl-4-(trifluoromethyl)-1H-imidazol-2-yl)benzyl)-6-methyl-6,7-dihydro-[1,2,4]triazolo[1,5-a]pyrimidin-5(4H)-one C1(CC1)C1=NC=NC(=C1C1=NN2C(N(C([C@@H](C2)C)=O)CC2=CC=C(C=C2)C=2N(C=C(N2)C(F)(F)F)CC)=N1)OC